7-diethylamino-2-(2,2,2-trifluoroethoxy)chromone Methyl-(Z)-2-hydroxycyclooct-1-ene-1-carboxylate COC(=O)\C\1=C(\CCCCCC1)/O.C(C)N(C1=CC=C2C(C=C(OC2=C1)OCC(F)(F)F)=O)CC